NC=1SC(=C(N1)C1=CC=CC=C1)OC1=CC(=NC=C1)NC1=CC=C(C=C1)C(C)(C)O 2-(4-((4-((2-amino-4-phenylthiazol-5-yl)oxy)pyridin-2-yl)amino)phenyl)propan-2-ol